6-[5-[5-bromo-2-[4-(hydroxymethyl)cyclohexyl]indazol-6-yl]oxypentoxy]pyridine-2-carboxamide BrC1=CC2=CN(N=C2C=C1OCCCCCOC1=CC=CC(=N1)C(=O)N)C1CCC(CC1)CO